(1R,3S,5R)-2-(2-(3-acetyl-5-(2-methylpyrimidin-5-yl)-7-(oct-7-en-1-yl)-1H-indazol-1-yl)acetyl)-N-(3-allyl-6-bromopyridin-2-yl)-5-methyl-2-azabicyclo[3.1.0]hexane-3-carboxamide C(C)(=O)C1=NN(C2=C(C=C(C=C12)C=1C=NC(=NC1)C)CCCCCCC=C)CC(=O)N1[C@@H]2C[C@@]2(C[C@H]1C(=O)NC1=NC(=CC=C1CC=C)Br)C